ClC=1C(=NC(=NC1)C1=CN=CN1C)C(=O)NC1CCC(CC1)OC 5-chloro-N-((1r,4r)-4-methoxycyclohexyl)-2-(1-methyl-1H-imidazol-5-yl)pyrimidine-4-carboxamide